N-(3-chloro-4-methoxyphenyl)-2-(N,5-dimethyl-1H-indazole-7-sulfonamido)acetamide ClC=1C=C(C=CC1OC)NC(CN(S(=O)(=O)C=1C=C(C=C2C=NNC12)C)C)=O